COC1CC(C2=CC=CC=C12)N 3-methoxy-2,3-dihydro-1H-inden-1-amine